N-(3-decoxypropyl)propylenediamine C(CCCCCCCCC)OCCCNCC(C)N